CC1=C(C(=O)NC2(CC2)C2=C3C=CC(=NC3=CC(=C2)N(S(=O)(=O)C)C)C)C=C(C=C1)OC[C@H]1N(CC1)C (S)-2-Methyl-N-(1-(2-methyl-7-(N-methylmethylsulfonamido)quinolin-5-yl)cyclopropyl)-5-((1-methylazetidin-2-yl)methoxy)benzamide